ClC1=CC=C(C=C1)[C@@]1(N(C(C2=CC(=CC(=C12)F)C(C)(C1CCN(CC1)C)O)=O)CC1=NC=C(C=N1)Cl)O[C@@H]1COCC1 (3R)-3-(4-Chlorophenyl)-2-[(5-chloropyrimidin-2-yl)methyl]-4-fluoro-6-[1-hydroxy-1-(1-methylpiperidin-4-yl)ethyl]-3-[(3S)-oxolan-3-yloxy]-2,3-dihydro-1H-isoindol-1-on